2-(difluoromethoxy)-4-(4-(2-methoxyethyl)piperazin-1-yl)aniline FC(OC1=C(N)C=CC(=C1)N1CCN(CC1)CCOC)F